sec-butyltrichlorotin C(C)(CC)[Sn](Cl)(Cl)Cl